6-methyl-N2-(5-spiro[2H-benzofuran-3,1'-cyclopropane]-4-yloxypyrazin-2-yl)pyridine-2,3-diamine CC1=CC=C(C(=N1)NC1=NC=C(N=C1)OC1=CC=CC2=C1C1(CC1)CO2)N